OC(C(=O)N[C@H](CO)[C@H](O)C(CCCCCCCCCCCCCCCC)O)CCCCCCCCCCCCCCCCCC N-(2-hydroxyeicosanoyl)-4R-hydroxyeicosasphinganine